(2S,3S,4R,5R)-N-ethyl-3,4-dihydroxy-5-(6-(methylamino)-2-(4-methylthiophen-2-yl)-9H-purine-9-yl)tetrahydrofuran-2-carboxamide C(C)NC(=O)[C@H]1O[C@H]([C@@H]([C@@H]1O)O)N1C2=NC(=NC(=C2N=C1)NC)C=1SC=C(C1)C